(3S)-3-(2-(5-(2-(azetidin-1-yl)ethyl)-2-oxo-4-(trifluoromethyl)pyridin-1(2H)-yl)-4-methylpentanamido)-3-(4-fluoro-3'-methoxy-2',5,6'-trimethyl-[1,1'-biphenyl]-3-yl)propanoic acid N1(CCC1)CCC=1C(=CC(N(C1)C(C(=O)N[C@@H](CC(=O)O)C=1C=C(C=C(C1F)C)C1=C(C(=CC=C1C)OC)C)CC(C)C)=O)C(F)(F)F